(2S)-1-[2-[(3R)-3-[(6-methyl-4-quinolinyl)amino]pyrrolidin-1-yl]acetyl]pyrrolidine-2-carbonitrile CC=1C=C2C(=CC=NC2=CC1)N[C@H]1CN(CC1)CC(=O)N1[C@@H](CCC1)C#N